CN1C(=C(C2=CC=CC=C12)C1(OC(=O)C2=CC=CC=C12)C1=C(N(C2=CC=CC=C12)C)C)C 3,3-bis(1,2-dimethylindol-3-yl)phthalide